ClC1=CC=C(C=C1)C=1C=2C=CC=3N(C2N=C(C1)C1CCC1)C=C(N3)C(=O)OCC ethyl 4-(4-chlorophenyl)-2-cyclobutylimidazo[1,2-a][1,8]naphthyridine-8-carboxylate